9-bromo-5,7-bis-(tert-butoxycarbonyl)-7,12-dihydro-indolo[3,2-d][1]benzazepin-6(5H)-one BrC=1C=C2C(=CC1)NC1=C2C(C(N(C2=C1C=CC=C2)C(=O)OC(C)(C)C)=O)C(=O)OC(C)(C)C